ClC=1C=C(C=CC1F)NC(=O)[C@@H]1CN(CC1)C(=O)C=1NC=C(C1)C#N (S)-N-(3-chloro-4-fluorophenyl)-1-(4-cyano-1H-pyrrole-2-carbonyl)pyrrolidine-3-carboxamide